O1CCC(CC1)N1C=C(C(C2=CC=CC=C12)=O)C(=O)O 1-(Oxan-4-yl)-4-oxoquinoline-3-carboxylic acid